2-cyano-2-(9H-xanthen-9-ylidene)acetamide methacrylate C(C(=C)C)(=O)O.C(#N)C(C(=O)N)=C1C2=CC=CC=C2OC=2C=CC=CC12